FC1=C(C(=CC=C1C(=O)C1=CNC2=NC=C(C=C21)C=2C=NC(=NC2)C(F)(F)F)F)NS(=O)(=O)CCC N-(2,6-difluoro-3-(5-(2-(trifluoro-methyl)pyrimidin-5-yl)-1H-pyrrolo-[2,3-b]pyridine-3-carbonyl)phenyl)-propane-1-sulfonamide